[2-(aminomethyl)-3,3-difluoro-allyl]-4-[2-methyl-3-[6-(trifluoromethyl)-3-pyridinyl]phenyl]-1,2,4-triazol-3-one trifluoroacetate salt FC(C(=O)O)(F)F.NCC(CC=1N(C(NN1)=O)C1=C(C(=CC=C1)C=1C=NC(=CC1)C(F)(F)F)C)=C(F)F